NC=1C=2N(C=CN1)C(=NC2C2=CC=C(C=C2)[C@](C)(C2=CC(=CC=C2)C(F)(F)F)O)[C@H]2CN1C(C(C[C@@H]1CC2)(C)C)=O (6R,8aS)-6-[8-amino-1-(4-{(1R)-1-hydroxy-1-[3-(trifluoromethyl)phenyl]ethyl}phenyl)imidazo[1,5-a]pyrazin-3-yl]-2,2-dimethylhexahydroindolizin-3(2H)-one